C(#N)C1=C(C=CC=C1)[C@@H]([C@@H](C)C=1N(C(C(=C(N1)C(=O)NC=1C=NOC1)O)=O)C)N1N=C(C=C1)C 2-((1R,2R)-1-(2-cyanophenyl)-1-(3-methyl-1H-pyrazol-1-yl)propan-2-yl)-5-hydroxy-N-(isoxazol-4-yl)-1-methyl-6-oxo-1,6-dihydropyrimidine-4-carboxamide